pyridin-2-ol hydrochloride Cl.N1=C(C=CC=C1)O